[Cl-].N1C(NCC1)=O 2-imidazolidinone chloride